ethyl 7-bromo-4-chloro-6-methyl-pyrazolo[1,5-a]pyrazine-3-carboxylate BrC1=C(N=C(C=2N1N=CC2C(=O)OCC)Cl)C